7-(Benzyloxy)-2-Azaspiro[3.5]Nonan-1-One C(C1=CC=CC=C1)OC1CCC2(CNC2=O)CC1